C(C)(C)(C)OC(=O)N1CC=2N=C(N=C(C2C1)C1=CC(=CC=C1)N1C(CCC1)=O)C 2-methyl-4-(3-(2-oxopyrrolidin-1-yl)phenyl)-5,7-dihydro-6H-pyrrolo[3,4-d]Pyrimidine-6-carboxylic acid tert-butyl ester